ClC1=C(C=CC=C1N1ONC2=NC(=CN=C2O1)Cl)NC(=O)C=1C=CC=C2C=NN(C12)C N-(2-chloro-3-(7-chloro-2,4-diOxa-1,2-dihydropteridin-3(4H)-yl)phenyl)-1-methyl-1H-indazole-7-carboxamide